2-(2-isopropylphenyl)-N-(methylaminothiocarbonyl)-2-(4-(Trifluoromethyl)pyridin-2-yl)acetamide C(C)(C)C1=C(C=CC=C1)C(C(=O)NC(=S)NC)C1=NC=CC(=C1)C(F)(F)F